tert-Butyl 2-(4-(4-((2,6-dioxopiperidin-3-yl)amino)-2-fluorophenyl)piperidin-1-yl)acetate O=C1NC(CCC1NC1=CC(=C(C=C1)C1CCN(CC1)CC(=O)OC(C)(C)C)F)=O